1-(2,5-dimethoxyphenyl)-5-methyl-1H-1,2,3-triazole-4-carbonyl azide COC1=C(C=C(C=C1)OC)N1N=NC(=C1C)C(=O)N=[N+]=[N-]